(benzoyl)dinitromethane C(C1=CC=CC=C1)(=O)C([N+](=O)[O-])[N+](=O)[O-]